6-fluoro-3-(piperazin-1-yl)benzo[d]isothiazole hydrochloride Cl.FC1=CC2=C(C(=NS2)N2CCNCC2)C=C1